(R)- or (S)-phenylethylamine C1(=CC=CC=C1)CCN